γ-L-glutamyl-p-nitroaniline N[C@@H](CCC(=O)NC1=CC=C(C=C1)[N+](=O)[O-])C(=O)O